(3-chlorophenyl)(phenyl)methanone ClC=1C=C(C=CC1)C(=O)C1=CC=CC=C1